tert-butyl N-[[2-methyl-4-[6-(4-oxobutyl)pyrrolo[2,1-f][1,2,4]triazin-4-yl]phenyl]methyl]carbamate CC1=C(C=CC(=C1)C1=NC=NN2C1=CC(=C2)CCCC=O)CNC(OC(C)(C)C)=O